[C@H]12CN(C[C@H](CC1)N2)C=2C1=C(N=C(N2)N2CC(C2)(N(C)C)C)C(=C(N=C1)C1=CC=CC2=CC=CC(=C12)Cl)F 1-(4-((1R,5S)-3,8-diazabicyclo[3.2.1]octan-3-yl)-7-(8-chloronaphthalen-1-yl)-8-fluoropyrido[4,3-d]pyrimidin-2-yl)-N,N,3-trimethylazetidin-3-amine